tert-butyl (2R,5R)-2-ethyl-5-(hydroxymethyl)-4-(4-methyl-5-oxo-2-(tetrahydro-2H-pyran-2-yl)-4,5-dihydro-2H-pyrazolo[4,3-b]pyridin-7-yl)piperazine-1-carboxylate C(C)[C@H]1N(C[C@@H](N(C1)C=1C=2C(N(C(C1)=O)C)=CN(N2)C2OCCCC2)CO)C(=O)OC(C)(C)C